Methyl 4-(5-fluoro-6-hydroxynaphthalen-2-yl)-4-oxobutanoate FC1=C2C=CC(=CC2=CC=C1O)C(CCC(=O)OC)=O